2-methoxy-4-((1-methylpiperidin-4-yl)amino)benzamide COC1=C(C(=O)N)C=CC(=C1)NC1CCN(CC1)C